(S)-1-((3-chloro-5-(2-methylpyrimidin-4-yl)pyridin-2-yl)oxy)-2,4-dimethylpentan-2-amine ClC=1C(=NC=C(C1)C1=NC(=NC=C1)C)OC[C@](CC(C)C)(N)C